racemic-tert-butyl (3R*,4S*)-4-(hydroxymethyl)-3-(1-methyl-1H-pyrazol-4-yl)piperidine-1-carboxylate OC[C@@H]1[C@@H](CN(CC1)C(=O)OC(C)(C)C)C=1C=NN(C1)C |r|